N-(5-((5-cyano-4-(1-cyclopropyl-1H-indol-3-yl)pyrimidin-2-yl)amino)-2-((2-(dimethyl-Amino)ethyl)(methyl)amino)-4-methoxyphenyl)acrylamide hydrochloride salt Cl.C(#N)C=1C(=NC(=NC1)NC=1C(=CC(=C(C1)NC(C=C)=O)N(C)CCN(C)C)OC)C1=CN(C2=CC=CC=C12)C1CC1